2-(1-(3-fluorophenyl)ethyl)-10H-phenothiazine FC=1C=C(C=CC1)C(C)C1=CC=2NC3=CC=CC=C3SC2C=C1